2-[3-(1,4-dimethyl-1H-1,2,3-triazol-5-yl)-5-[(S)-(oxan-4-yl)(phenyl)methyl]-5H-pyrido[3,2-b]indol-7-yl]propan-2-ol CN1N=NC(=C1C1=CC=2N(C=3C=C(C=CC3C2N=C1)C(C)(C)O)[C@H](C1=CC=CC=C1)C1CCOCC1)C